(2R,3S,4aR,7aR)-2-(4-(cyclopentylamino)phenyl)-1-(2-fluoro-6-methylbenzoyl)-N-(1-methyl-1H-indol-5-yl)octahydro-1H-cyclopenta[b]pyridine-3-carboxamide C1(CCCC1)NC1=CC=C(C=C1)[C@H]1[C@H](C[C@@H]2[C@H](N1C(C1=C(C=CC=C1C)F)=O)CCC2)C(=O)NC=2C=C1C=CN(C1=CC2)C